Rac-(4-amino-7-fluoroimidazo[1,5-a]quinoxalin-8-yl)((4aR,9bS)-7-(trifluoromethyl)-2,3,5,9b-tetrahydropyrido[3',2':3,4]cyclopenta[1,2-b][1,4]oxazin-1(4aH)-yl)methanone NC=1C=2N(C3=CC(=C(C=C3N1)F)C(=O)N1[C@@H]3[C@H](OCC1)CC1=C3C=CC(=N1)C(F)(F)F)C=NC2 |r|